((1R,5S,6s)-6-((4-(2-aminopropan-2-yl)-6-(2,4-difluorophenyl)pyridin-2-yl)oxy)-3-azabicyclo[3.1.0]hexan-3-yl)(2-(isoxazol-3-yl)-4-methylthiazol-5-yl)methanone NC(C)(C)C1=CC(=NC(=C1)C1=C(C=C(C=C1)F)F)OC1[C@@H]2CN(C[C@H]12)C(=O)C1=C(N=C(S1)C1=NOC=C1)C